[N+](#[C-])/C=C/C1=C(C=CC=C1)\C=C\C1=CC=CC=C1 1-((E)-2-Isocyanovinyl)-2-((E)-styryl)benzene